4-fluoro-N-(2-(3-hydroxypropan-1-yn-1-yl)phenyl)benzenesulfonamide FC1=CC=C(C=C1)S(=O)(=O)NC1=C(C=CC=C1)C#CCO